tert-Butyl 5-((3-methoxyphenyl)sulfonyl)-2,5-diazabicyclo[2.2.1]heptane-2-carboxylate COC=1C=C(C=CC1)S(=O)(=O)N1C2CN(C(C1)C2)C(=O)OC(C)(C)C